C(C)(C)(C)OC(N[C@H](C(=O)NC)CCCC1=CC=NC=C1)=O (S)-(1-(methylamino)-1-oxo-5-(pyridin-4-yl)pent-2-yl)carbamic acid tert-butyl ester